((2R,6S)-2,6-Dimethylmorpholino)(1-(2-(1-(2,3-dimethylphenyl)piperidin-4-yl)-2-fluoroethyl)-1,4,5,6-tetrahydrocyclopenta[c]pyrazol-3-yl)methanon C[C@H]1O[C@H](CN(C1)C(=O)C=1C2=C(N(N1)CC(F)C1CCN(CC1)C1=C(C(=CC=C1)C)C)CCC2)C